C1(=CC=CC=C1)C(C1=CC=CC=C1)=NC=1C=C(C(=O)OC)C=C(N1)OC methyl 2-((diphenylmethylene)amino)-6-methoxyisonicotinate